C(C)(C)(C)OC(N(C)CCOC[C@@H](C)O)=O N-[2-[(2R)-2-hydroxypropoxy]ethyl]-N-methyl-carbamic acid tert-butyl ester